FC1=C(C=CC(=C1F)B1OC(C(O1)(C)C)(C)C)C=1C(=NN(C1)COCC[Si](C)(C)C)C=1N(N=CC1)C 2-[[4-[2,3-difluoro-4-(4,4,5,5-tetramethyl-1,3,2-dioxaborolan-2-yl)phenyl]-3-(2-methylpyrazol-3-yl)pyrazol-1-yl]methoxy]ethyl-trimethyl-silane